BrC1=C2CN(CC2=CC(=C1)OCCN(C)C)C(=O)OC(C)(C)C tert-butyl 4-bromo-6-(2-(dimethylamino)ethoxy)isoindoline-2-carboxylate